ClC=1C=NN(C1C(=O)NC1=NC=C(C=C1C)C#CC1=CC(=CC=C1)F)C1C[C@@H]2[C@@H](CN(C2)C(C(C)C)=O)C1 4-chloro-N-{5-[(3-fluorophenyl)ethynyl]-3-methylpyridin-2-yl}-1-[(3aR,5s,6aS)-2-(2-methylpropanoyl)octahydrocyclopenta[c]pyrrol-5-yl]-1H-pyrazole-5-carboxamide